CC(C)C(=O)N(C)C N,N,2-trimethylpropanamide